ClC1=C(N=C(NC1=O)C1=CC(=NC=C1)F)NC1CCNCC1 5-chloro-2-(2-fluoro-4-pyridinyl)-4-(4-piperidinylamino)-1H-pyrimidin-6-one